methyl 7-formyl-4-hydroxy-2,3-dihydro-1H-indene-5-carboxylate C(=O)C=1C=C(C(=C2CCCC12)O)C(=O)OC